C=1(C(=CC=CC1)C=1C(=CC=CC1)O)O.[K] potassium biphenol